FC1=CC=2C(C=C(OC2C2=C1NC(=N2)C(F)(F)F)C=2C=CC(=NC2)C#N)=O 5-(4-fluoro-6-oxo-2-(trifluoromethyl)-3,6-dihydrochromeno[7,8-d]imidazol-8-yl)picolinonitrile